O=C1NC2=CC=C(C=C2C=C1C=1C=C(C#N)C=CC1)C1=CC=C(C=C1)C1CCN(CC1)C(C)C 3-(2-oxo-6-{4-[1-(propan-2-yl)piperidin-4-yl]phenyl}-1,2-dihydro-quinolin-3-yl)benzonitrile